C1(=CC=CC=C1)C(C(=O)N)(CCCCCCCCCCCCCCCCCCCCC(=O)N)C1=CC=CC=C1 diphenylmethanediylbisundecylamide